2,6-bis[4-(S)-isopropyl-2-oxazolyl]-4-phenylmethylpyridine C(C)(C)C=1N=C(OC1)C1=NC(=CC(=C1)CC1=CC=CC=C1)C=1OC=C(N1)C(C)C